C(=O)O.C1(CCC1)C=1C=CN=C2C(=CC(=NC12)C=1C=C2CN(C(C2=CC1)=O)C1C(NC(CC1)=O)=O)CN1CCCC1 3-(5-(8-cyclobutyl-4-(pyrrolidin-1-ylmethyl)-1,5-naphthyridin-2-yl)-1-oxoisoindol-2-yl)piperidine-2,6-dione formate salt